C1=CC=CC2=C1C1=C(PO2)C=CC=C1 6H-dibenzo[c,e][1,2]oxaphosphinine